C(C)(C)(C)C1N2C(C3=CC(=C(C=C3C1)OCCCOC)Cl)=CC(C(=C2)N2C(CCC2=O)=O)=O 1-[6-Tert-butyl-10-chloro-9-(3-methoxypropoxy)-2-oxo-6H,7H-pyrido[2,1-a]isoquinolin-3-yl]pyrrolidine-2,5-dione